2-((3,4-dihydroisoquinolin-2(1H)-yl)methyl)-5-((4-methylbenzyl)oxy)-4H-pyran-4-one C1N(CCC2=CC=CC=C12)CC=1OC=C(C(C1)=O)OCC1=CC=C(C=C1)C